N1(N=CC=C1)C1=CC=C(C=C1)C1=CC(=NN1)NC1=CC(=C(C=C1F)O)F 4-((5-(4-(1H-pyrazol-1-yl)phenyl)-1H-pyrazol-3-yl)amino)-2,5-difluorophenol